C(=O)(O)CN1CCN(CCC(N(CCN(CCC1)CC(=O)O)CC(=O)O)CC1=CC=C(C=C1)N=C=S)CC(=O)O [4,8,11-tris-carboxymethyl-12-(4-isothiocyanato-benzyl)-1,4,8,11-tetraaza-cyclotetradec-1-yl]-acetic acid